BrCC(=O)C1=C(C(=NC=C1)C1(CC1)O[Si](C)(C)C(C)(C)C)F 2-bromo-1-(2-(1-((tert-butyldimethylsilyl)oxy)cyclopropyl)-3-fluoropyridin-4-yl)ethan-1-one